FC1(CC(C(N(C1)C(=O)[O-])C([2H])([2H])NC1=NC=C(N=C1)C(F)(F)F)C)F 5,5-difluoro-3-methyl-2-(((5-(trifluoromethyl)pyrazin-2-yl)amino)methyl-d2)piperidine-1-carboxylate